5-(2-cyclopropylpyrimidin-4-yl)-4-methylthiazol-2-amine C1(CC1)C1=NC=CC(=N1)C1=C(N=C(S1)N)C